4-cyclopropoxy-N-(2,6-dichlorophenyl)-2-({1-[(3R)-1-methylpyrrolidin-3-yl]-1H-pyrazol-4-yl}amino)pyrimidine-5-carboxamide C1(CC1)OC1=NC(=NC=C1C(=O)NC1=C(C=CC=C1Cl)Cl)NC=1C=NN(C1)[C@H]1CN(CC1)C